4-(3-(6-cyclopropylpyridin-3-yl)-6-methoxy-1H-pyrazolo[4,3-b]pyridin-5-yl)-2,3-dihydro-1H-inden-2-ol C1(CC1)C1=CC=C(C=N1)C1=NNC=2C1=NC(=C(C2)OC)C2=C1CC(CC1=CC=C2)O